6-(3-Methoxybenzylamino)-9-β-D-arabinofuranosylpurin COC=1C=C(CNC2=C3N=CN(C3=NC=N2)[C@H]2[C@@H](O)[C@H](O)[C@H](O2)CO)C=CC1